NC1=NC(=NC(=N1)Cl)O 2-amino-4-chloro-6-hydroxy-s-triazine